NC1=NC=CC=C1C1=NC=2C(=NC(=CC2)C2=CC=CC=C2)N1C=1C=C2CC[C@H](C2=CC1)NC(C1=CC(=C(C=C1)OCC1=CC=C(C=C1)OC)C1OCCO1)=O N-[(1R)-5-[2-(2-aminopyridin-3-yl)-5-phenylimidazo[4,5-b]pyridin-3-yl]-2,3-dihydro-1H-inden-1-yl]-3-(1,3-dioxolan-2-yl)-4-[(4-methoxyphenyl)methoxy]benzamide